dibenzoyl-ethanone C(C1=CC=CC=C1)(=O)CC(=O)C(C1=CC=CC=C1)=O